C12C(CC(CC1)C2)=[Se] norbornaneselon